6-(cyclopropanecarboxamido)-4-((3-(5-(3-hydroxytetrahydrofuran-3-yl)pyrimidin-2-yl)-2-methoxyphenyl)amino)-N-(methyl-d3)pyridazine-3-carboxamide C1(CC1)C(=O)NC1=CC(=C(N=N1)C(=O)NC([2H])([2H])[2H])NC1=C(C(=CC=C1)C1=NC=C(C=N1)C1(COCC1)O)OC